Butyl-5-isobutyl-3-ethyl-4-hydroxy-pyrazol C(CCC)N1N=C(C(=C1CC(C)C)O)CC